(R or S)-N-(6-(4-(4-acetylmorpholin-3-yl)-1H-imidazol-1-yl)-5-fluoropyridin-3-yl)-2-(5-methyl-3-(trifluoromethyl)-1H-pyrazol-1-yl)acetamide C(C)(=O)N1[C@@H](COCC1)C=1N=CN(C1)C1=C(C=C(C=N1)NC(CN1N=C(C=C1C)C(F)(F)F)=O)F |o1:4|